phenyl (4-chlorophenyl)carbamate ClC1=CC=C(C=C1)NC(OC1=CC=CC=C1)=O